BrC=1C=CC=C2C=CC(=NC12)N1CCOCCC1 4-(8-Bromoquinolin-2-yl)-1,4-oxazepane